2-(2-hydroxy-3-methyl-5-methylphenyl)-2H-benzotriazole OC1=C(C=C(C=C1C)C)N1N=C2C(=N1)C=CC=C2